N(=[N+]=[N-])[C@H]1[C@H]([C@@H]2CCC[C@H](C1)N2C(=O)OC(C)(C)C)F |r| (±)-tert-butyl (1S,2S,3R,5R)-3-azido-2-fluoro-9-azabicyclo[3.3.1]nonane-9-carboxylate